2-[(1E)-5,7-difluoro-2-methyl-1-({4-[4-fluorophenoxy]phenyl}methylidene)-1H-inden-3-yl]acetic acid FC=1C=C2C(=C(\C(\C2=C(C1)F)=C/C1=CC=C(C=C1)OC1=CC=C(C=C1)F)C)CC(=O)O